BrCCNC1=NOC=C1 N-(2-bromoethyl)isoxazol-3-amine